(S)-4-(2-amino-3-(4-(4-(3-methoxypropyl)-2-oxopiperazin-1-yl)phenyl)propanamido)-1H-indole-2-oic acid tert-butyl ester C(C)(C)(C)OC(=O)C=1NC2=CC=CC(=C2C1)NC([C@H](CC1=CC=C(C=C1)N1C(CN(CC1)CCCOC)=O)N)=O